CC1=CC=C(C=C1)S(=O)(=O)N[C@@H](C)C(=O)Cl N-(p-toluenesulfonyl)-L-alanyl chloride